di-tert-butyl(2',4',6'-triisopropyl-3,6-dimethoxy[biphenyl]-2-yl)phosphine C(C)(C)(C)P(C1=C(C(=CC=C1OC)OC)C1=C(C=C(C=C1C(C)C)C(C)C)C(C)C)C(C)(C)C